NC1=CC=C2C=CC=3C=C4C(=C5C=CC1=C2C53)C=CC=C4 aminobenzo(a)pyrene